2-methyl-N-[rac-(1R)-1-[3-(1-piperidinyl)-1,2,4-thiadiazol-5-yl]ethyl]-5-(trifluoromethyl)pyrazole-3-carboxamide CN1N=C(C=C1C(=O)N[C@H](C)C1=NC(=NS1)N1CCCCC1)C(F)(F)F |r|